6-(benzylthio)-3-fluoro-2-methylpyridine C(C1=CC=CC=C1)SC1=CC=C(C(=N1)C)F